CC(=C)CC(CCC)C 2,4-dimethyl-heptene